ClC=1C=CC(=NC1C(F)(F)F)C=O 5-chloro-6-(trifluoromethyl)picolinaldehyde